C1C(=NC2CCC3=C(C12)C=CC=C3)N 3a,4,5,9b-tetrahydro-1h-benzo[e]indol-2-ylamine